CS(=O)(=O)C(C)(C)C1=NC(=NC=2N3[C@@H](COC[C@H]3COC12)C)N1C(=NC2=C1C=CC=C2)C (5R,8aS)-1-(1-methanesulfonyl-1-methyl-ethyl)-5-methyl-3-(2-methyl-benzimidazol-1-yl)-5,6,8a,9-tetrahydro-8H-7,10-dioxa-2,4,4b-triazaphenanthrene